OC(CC=C(C(=O)N)C)C 2-hydroxy-propyl-methacrylamide